N-((S)-4-methyl-1-oxo-1-(((S)-1-oxo-3-(1-trityl-1H-imidazol-4-yl)propan-2-yl)amino)pentan-2-yl)benzo[b]thiophene-2-carboxamide CC(C[C@@H](C(N[C@H](C=O)CC=1N=CN(C1)C(C1=CC=CC=C1)(C1=CC=CC=C1)C1=CC=CC=C1)=O)NC(=O)C1=CC2=C(S1)C=CC=C2)C